1-(3-chloro-5-fluorobenzyl)-1H-indole-3-carbaldehyde ClC=1C=C(CN2C=C(C3=CC=CC=C23)C=O)C=C(C1)F